CN(C(=O)C1CN(C1)C(=O)C=1N=NC(=CC1)C1=CC=C(C=C1)N1C[C@@H](CC1)OC=1C(=NC=2N(C1C)N=C(N2)C)C)C N,N-dimethyl-1-[6-[4-[(3R)-3-[(2,5,7-trimethyl-[1,2,4]triazolo[1,5-a]pyrimidin-6-yl)oxy]pyrrolidin-1-yl]phenyl]pyridazine-3-carbonyl]azetidine-3-carboxamide